(S)-1-(6-((2-((3S,4R)-3-fluoro-4-hydroxy-3-methylpiperidin-1-yl)pyrimidin-4-yl)amino)-4-isopropyl-2,7-naphthyridin-1-yl)-1,6-diazaspiro[3.4]Octane-6-carboxylic acid tert-butyl ester C(C)(C)(C)OC(=O)N1C[C@]2(CCN2C2=NC=C(C3=CC(=NC=C23)NC2=NC(=NC=C2)N2C[C@]([C@@H](CC2)O)(C)F)C(C)C)CC1